Bis(4-heptylundecyl) 7-{[(1-methylpiperidine-4-carbonyl)oxy]methyl}tridecanedioate CN1CCC(CC1)C(=O)OCC(CCCCCC(=O)OCCCC(CCCCCCC)CCCCCCC)CCCCCC(=O)OCCCC(CCCCCCC)CCCCCCC